benzyl (2S,4S)-4-((3,3-difluorocyclobutyl)amino)-2-(4-(methoxycarbonyl)phenyl)piperidine-1-carboxylate FC1(CC(C1)N[C@@H]1C[C@H](N(CC1)C(=O)OCC1=CC=CC=C1)C1=CC=C(C=C1)C(=O)OC)F